C1CNC(=O)/C(=N/O)/CC2=CC(=C(C(=C2)Br)OC3=C(C(=CC(=C3)C/C(=N\\O)/C(=O)NCCC4=C(C(=C(C=C4)Br)OC5=C(C(=C1C=C5)Br)O)Br)Br)O)Br The molecule is a cyclic ether, a ketoxime, a lactam, a macrocycle, an organobromine compound and a polyphenol. It has a role as a metabolite and a calcium channel modulator.